N-((5,6-dimethylpiperidin-3-yl)methyl)methanesulfonamide CC1CC(CNC1C)CNS(=O)(=O)C